N-(6-(3-(3-chloro-2-fluorophenylsulfonamido)-2,6-difluorophenyl)quinazolin-2-yl)pivalamide ClC=1C(=C(C=CC1)S(=O)(=O)NC=1C(=C(C(=CC1)F)C=1C=C2C=NC(=NC2=CC1)NC(C(C)(C)C)=O)F)F